N-(1,2,3,4-tetrahydro-isoquinolin-7-yl)-4-(1,2,3,6-tetrahydro-pyridin-4-yl)-benzamide C1NCCC2=CC=C(C=C12)NC(C1=CC=C(C=C1)C=1CCNCC1)=O